(E)-3-(2-(5,6-dihydro-7H-cyclopenta[b]pyridin-7-ylidene)hydrazino)-8-fluoro-5H-[1,2,4]triazino[5,6-b]indole N1=C\2C(=CC=C1)CC/C2=N\NC=2N=NC1=C(NC=3C=CC(=CC13)F)N2